ClC=1C=C2C(N(C(=NC2=CC1F)N1CCCC1)NC(CC1=CC(=CC(=C1)F)F)=O)=O N-(6-Chloro-7-fluoro-4-oxo-2-pyrrolidin-1-yl-4H-quinazolin-3-yl)-2-(3,5-difluoro-phenyl)-acetamide